C(#N)[C@H]1[C@H](CCCC1)N(C([O-])=O)C=1N=CC2=C(C(=C(C=C2C1)C1=C(C2=C(OCCN2)N=C1)C)F)Cl (1S,2R)-2-Cyanocyclohexyl-(8-chloro-7-fluoro-6-(8-methyl-2,3-dihydro-1H-pyrido[2,3-b][1,4]oxazin-7-yl)isochinolin-3-yl)carbamat